Tert-butyl 5-bromo-3-(4-(tert-butoxycarbonyl) piperazin-1-yl)-1H-indole-1-carboxylate BrC=1C=C2C(=CN(C2=CC1)C(=O)OC(C)(C)C)N1CCN(CC1)C(=O)OC(C)(C)C